C(C)(C)(C)OC(=O)N1C[C@H](CC1)[C@@H](C(=O)OC(C)(C)C)CC1=CC(=CC=C1)N (3R)-3-[(1S)-1-[(3-aminophenyl)methyl]-2-tert-butoxy-2-oxo-ethyl]Pyrrolidine-1-carboxylic acid tert-butyl ester